OC1(C2=NN=C(C=3C(=CC(=C(N4CCC[C@H]4CCCC1)N3)C(F)(F)F)NC(OC(C)(C)C)=O)O2)C(F)(F)F tert-Butyl N-[(11R)-6-hydroxy-6,17-bis(trifluoromethyl)-21-oxa-3,4,15,20-tetraazatetracyclo[14.3.1.12,5.011,15]henicosa-1(20),2,4,16,18-pentaen-19-yl]carbamate